(R)-(3-aminopiperidin-1-yl)(2-(1-ethyl-6-methoxy-1H-pyrrolo[2,3-b]pyridin-2-yl)-7-methoxy-1-methyl-1H-benzo[d]imidazol-5-yl)methanone hydrochloride Cl.N[C@H]1CN(CCC1)C(=O)C1=CC2=C(N(C(=N2)C2=CC=3C(=NC(=CC3)OC)N2CC)C)C(=C1)OC